N-(2-((7-(2,6-dichloro-3,5-dimethoxyphenyl)-5-(((tetrahydrofuran-2-yl)methyl)amino)-2,6-naphthyridin-3-yl)amino)-3-methylphenyl)acrylamide ClC1=C(C(=C(C=C1OC)OC)Cl)C1=NC(=C2C=C(N=CC2=C1)NC1=C(C=CC=C1C)NC(C=C)=O)NCC1OCCC1